[Si](C)(C)(C(C)(C)C)O[C@H]1C[C@H](N(C1)C(=O)OC(C)(C)C)C(=O)OC 1-(tert-butyl) 2-methyl (2S,4S)-4-((tert-butyldimethylsilyl)oxy)pyrrolidine-1,2-dicarboxylate